5-(methyl)isoquinolone CC1=C2C=CNC(C2=CC=C1)=O